(6S,9R)-10-Benzyl-1,1-dimethylhexahydro-1H,3H-6,9-epiminooxazolo[3,4-a]azepin-3-one C(C1=CC=CC=C1)N1[C@H]2CC[C@@H]1C1N(C2)C(OC1(C)C)=O